C(C=C)(=O)O.C12(C3(CCCC3C(CC1)C2)CO)CO tricyclo[5.2.1.02,6]decanedimethanol acrylate